(E)-ethyl 3-(3-(2,6-dimethylphenyl)-2-ethyl-7-methyl-4-oxo-3,4-dihydroquinazolin-6-yl)acrylate CC1=C(C(=CC=C1)C)N1C(=NC2=CC(=C(C=C2C1=O)/C=C/C(=O)OCC)C)CC